FC(C)(S(=O)(=O)C1=CC=C(C=C1)C(F)(F)F)N1CCCCC1 (1-fluoro-1-((4-(trifluoromethyl)phenyl)sulfonyl)ethyl)piperidine